ClC1=CC(=CC(=N1)N1CCN(CC1)S(=O)(=O)C1=CC=C(C=C1)N1C(OC2(C1)CCNCC2)=O)C(F)(F)F 3-[4-[4-[6-Chloro-4-(trifluoromethyl)-2-pyridyl]piperazin-1-yl]sulfonylphenyl]-1-oxa-3,8-diazaspiro[4.5]decan-2-one